C(C1=CC=CC=C1)C1(CC(=NO1)COCC=1C=C(C=CC1)C1=CC(=CC=C1)OC)C(=O)OC methyl 5-benzyl-3-(((3'-methoxy-[1,1'-biphenyl]-3-yl)methoxy)methyl)-4,5-dihydroisoxazole-5-carboxylate